C(C=C)(=O)OCCNC(=O)OC1=C(C2=CC=CC=C2C=C1)C1=C(C=CC2=CC=CC=C12)OC(NC1=CC(=CC=C1)SC)=O 2-[({[2'-({[3-(Methylsulfanyl)-phenyl]carbamoyl}oxy)-1,1'-binaphthyl-2-yl]oxy}carbonyl)amino]ethyl acrylat